1-(isocyanatomethyl)-4-methoxy-benzene N(=C=O)CC1=CC=C(C=C1)OC